N-(4-((2-((1-(2-oxaspiro[3.3]heptan-6-yl)-5-(trifluoromethyl)-1H-pyrazol-3-yl)amino)-7-cyano-1-methyl-1H-imidazo[4,5-b]pyridin-6-yl)oxy)pyridin-2-yl)acetamide C1OCC12CC(C2)N2N=C(C=C2C(F)(F)F)NC=2N(C=1C(=NC=C(C1C#N)OC1=CC(=NC=C1)NC(C)=O)N2)C